ClC=1C=NC=C(C1C1(CC1)C(=O)O)Cl 1-(3,5-dichloropyridin-4-yl)cyclopropane-1-carboxylic acid